(E)-1-Hydroxy-4-[4-[(E)-3-(4-morpholin-4-ylphenyl)-3-oxoprop-1-enyl]phenyl]but-3-en-2-one OCC(\C=C\C1=CC=C(C=C1)\C=C\C(=O)C1=CC=C(C=C1)N1CCOCC1)=O